BrC1=C(C(=NC=C1)Br)OC dibromo-3-methoxypyridine